(R)-1-(2-bromophenyl)piperidin-3-ol BrC1=C(C=CC=C1)N1C[C@@H](CCC1)O